C[C@@H]1[C@H]2COC([C@@]12C1=CC=CC=C1)=O (1S,5R,6R)-6-Methyl-1-phenyl-3-oxabicyclo[3.1.0]hexan-2-one